1-(tert-butoxycarbonyl)-azepane-2-carboxylic acid C(C)(C)(C)OC(=O)N1C(CCCCC1)C(=O)O